N-(1-(5-cyanopyridin-2-yl)azetidin-3-yl)-5-((7-cyclobutoxy-4-oxo-3,4-dihydrophthalazin-1-yl)methyl)-2-fluorobenzamide C(#N)C=1C=CC(=NC1)N1CC(C1)NC(C1=C(C=CC(=C1)CC1=NNC(C2=CC=C(C=C12)OC1CCC1)=O)F)=O